2'-oxo-1'-((2-(Trimethylsilyl)ethoxy)methyl)-1',2',6,7-tetrahydro-4H-spiro[benzo[d]oxazole-5,3'-pyrrolo[2,3-b]pyridine]-2-carboxylic acid methyl ester COC(=O)C=1OC2=C(N1)CC1(C(N(C3=NC=CC=C31)COCC[Si](C)(C)C)=O)CC2